FCCC(=O)O 3-FLUOROPROPANOIC ACID